ClC1=CC=C(C=C1)N1C2=NC(=NC(=C2N=C1C=1C=NC(=CC1)N(C)C)N1CCC(CC1)(C(=O)N)C)OCC(C)(C)O [9-(4-chlorophenyl)-8-[6-(dimethylamino)-3-pyridinyl]-2-(2-hydroxy-2-methyl-propoxy)purin-6-yl]-4-methyl-piperidine-4-carboxamide